[Si](C)(C)(C(C)(C)C)OCCOC1=C(C=CC=C1)C=1C(=CC(=C(C1)NS(=O)(=O)C=1C=C(C(=O)OC)C=C(C1F)Cl)F)F methyl 3-[[5-[2-[2-[tert-butyl(dimethyl)silyl]oxyethoxy]phenyl]-2,4-difluoro-phenyl]sulfamoyl]-5-chloro-4-fluorobenzoate